N1N=NN=C1C1=CC=C(C=C1)NC(CCCN1C(SCC1=O)=O)=O N-(4-(1H-tetrazol-5-yl)phenyl)-4-(2,4-dioxothiazolidin-3-yl)butanamide